6,7-Difluoro-2-(o-tolyl)-2,3-dihydrophthalazine-1,4-dione FC=1C=C2C(NN(C(C2=CC1F)=O)C1=C(C=CC=C1)C)=O